BrC=1C=C(CN2N=C(N=C2C)C=2C=NC(=NC2)O)C=CC1 5-(1-(3-bromobenzyl)-5-methyl-1H-1,2,4-triazol-3-yl)pyrimidin-2-ol